F[P-](F)(F)(F)(F)F.N1(N=NC2=C1C=CC=C2)O[P+](N2CCCC2)(N2CCCC2)N2CCCC2 (benzotriazol-1-yloxy)-trispyrrolidinylphosphonium hexafluorophosphate